(R)-8-methoxy-6-(5-methylthiazol-2-yl)-N-(1-(2-(trifluoromethyl)pyrimidin-5-yl)ethyl)quinazolin-4-amine COC=1C=C(C=C2C(=NC=NC12)N[C@H](C)C=1C=NC(=NC1)C(F)(F)F)C=1SC(=CN1)C